(R)-2-(5-amino-2-(furan-2-yl)-7H-pyrazolo[4,3-e][1,2,4]triazolo[1,5-c]pyrimidin-7-yl)-(cis)-N-(4-hydroxycyclohexyl)-2-phenylpropanamide NC1=NC2=C(C=3N1N=C(N3)C=3OC=CC3)C=NN2[C@](C(=O)N[C@@H]2CC[C@@H](CC2)O)(C)C2=CC=CC=C2